3-[3-(3,4-Difluoro-benzyl)-3H-imidazo[4,5-b]pyridin-2-yl]-N-{(S)-1-[4-((R)-3-hydroxy-pyrrolidin-1-yl)-phenyl]-ethyl}-propionamide FC=1C=C(CN2C(=NC=3C2=NC=CC3)CCC(=O)N[C@@H](C)C3=CC=C(C=C3)N3C[C@@H](CC3)O)C=CC1F